6-((1S,4S)-2,5-Diazabicyclo[2.2.1]heptan-2-yl)-N-(2-fluoro-3-methylphenyl)pyrido[3,2-d]pyrimidin-4-amine [C@@H]12N(C[C@@H](NC1)C2)C=2C=CC=1N=CN=C(C1N2)NC2=C(C(=CC=C2)C)F